(R)-2-(1-cyclopropyl-1H-pyrazol-4-yl)-4-(7-methyl-4-(3-(trifluoromethyl)bicyclo[1.1.1]pentan-1-yl)pteridin-2-yl)morpholine C1(CC1)N1N=CC(=C1)[C@@H]1CN(CCO1)C1=NC2=NC(=CN=C2C(=N1)C12CC(C1)(C2)C(F)(F)F)C